3-methyl-5-((2-methyl-1,1-dioxidotetrahydro-2H-thiopyran-3-yl)amino)-8-(4-(trifluoromethyl)phenyl)pyrido[4,3-d]pyrimidin-4(3H)-one CN1C=NC2=C(C1=O)C(=NC=C2C2=CC=C(C=C2)C(F)(F)F)NC2C(S(CCC2)(=O)=O)C